FC1=C(CN2CCC(CC2)C(=O)N)C=CC=C1F (2,3-difluorobenzyl)piperidine-4-carboxamide